CC([C@@H](C(NC)=O)NC(=O)C=1C=2C[C@@H]3[C@H](C2N(N1)CC1CCOCC1)C3)(C)C (1aR,5aR)-2-(Tetrahydro-pyran-4-ylmethyl)-1a,2,5,5a-tetrahydro-1H-2,3-diaza-cyclopropa[a]pentalene-4-carboxylic acid ((S)-2,2-dimethyl-1-methylcarbamoyl-propyl)-amide